BrC=1C=CC(=C(CN)C1)Cl 5-bromo-2-chloro-benzylamine